N1=C(C=C(C=C1)C1=CC=NC=C1)N[C@H](C(=O)O)CCN(CCCCC1=NC=2NCCCC2C=C1)CCNC(C)=O (S)-2-([4,4'-bipyridin]-2-ylamino)-4-((2-acetamidoethyl)(4-(5,6,7,8-tetrahydro-1,8-naphthyridin-2-yl)butyl)amino)butanoic acid